O=C(CC[C@H]1CN(CCO1)C(=O)[O-])C1=C(C=C(C=C1F)C(=O)OC)F (S)-2-(3-oxo-3-(2,6-difluoro-4-(methoxycarbonyl)phenyl)propyl)morpholine-4-carboxylate